N-(2-(3-chloro-7-cyclopropyloxynaphthalen-1-yl)-3-hydroxypropyl)acetamide ClC=1C=C(C2=CC(=CC=C2C1)OC1CC1)C(CNC(C)=O)CO